BrC1=C(C(=C(C=C1)N1CCN(CC1)C1=CC(=C(C=C1F)NC1C(NC(CC1)=O)=O)OC)F)C 3-((4-(4-(4-Bromo-2-fluoro-3-methylphenyl)piperazin-1-yl)-5-fluoro-2-methoxyphenyl)amino)piperidine-2,6-dione